FC1=C(N)C=CC(=C1)OC1=CC(=NC=C1)N1CC(C1)(C)OC 2-fluoro-4-[[2-(3-methoxy-3-methyl-azetidin-1-yl)-4-pyridyl]oxy]aniline